7-hydroxy-4-(4-methoxy-5-methylpyridin-3-yl)-quinoline OC1=CC=C2C(=CC=NC2=C1)C=1C=NC=C(C1OC)C